C(C)(C)C=1C(=C(C=CC1)N=C=N)C(C)C diisopropylphenylcarbodiimide